NC1C(CC(CC1)N)C(C)CC 1,4-diamino-2-sec-butyl-cyclohexane